CN(C(OC(C)(C)C)=O)CCOCCOCCOCCOCCCOC(C1=CC=CC=C1)(C1=CC=CC=C1)C1=CC=CC=C1 tert-butyl N-methyl-N-[2-[2-[2-[2-(3-trityloxypropoxy)ethoxy]ethoxy]ethoxy]ethyl]carbamate